4-[7-(2-amino-2-tetrahydropyran-4-yl-ethoxy)imidazo[1,2-a]pyridin-3-yl]-N-cyclopropyl-2-(difluoromethoxy)-6-methoxy-benzamide NC(COC1=CC=2N(C=C1)C(=CN2)C2=CC(=C(C(=O)NC1CC1)C(=C2)OC)OC(F)F)C2CCOCC2